C1=CC(=CC=C1N=C=O)N=C=O 4,4'-phenylisocyanate